tert-butyl N-cyclopropyl-N-[1-[8-[(8-methoxy-1,3-dimethyl-pyrrolo[1,2-a]pyrazin-7-yl)carbamoyl]-2-methyl-imidazo[1,2-a]pyridin-5-yl]-4-piperidyl]-carbamate C1(CC1)N(C(OC(C)(C)C)=O)C1CCN(CC1)C1=CC=C(C=2N1C=C(N2)C)C(NC=2C(=C1N(C=C(N=C1C)C)C2)OC)=O